ClC1=C(C=CC=C1)CC(=O)NC1=CC(=C(C=C1)C=1C(=NN(C1)C)C(F)(F)F)S(N=CN(C)C)(=O)=O 2-(2-chlorophenyl)-N-(3-{[(dimethylamino)methylidene]Sulfamoyl}-4-[1-methyl-3-(trifluoromethyl)-1H-Pyrazol-4-yl]Phenyl)acetamide